N1[C@@H](CCC1)C(=O)OCCC Propyl L-Prolinate